NC=1C(=NNC1)C(=O)NC1CCN(CC1)C(=O)OC(C)(C)C tert-Butyl 4-(4-amino-1H-pyrazole-3-carboxamido)piperidine-1-carboxylate